N-(5-((6-(bicyclo[1.1.1]pentan-1-yl)-8-methyl-7-oxo-5,6,7,8-tetrahydropyrimido[4,5-d]pyrimidin-2-yl)amino)-2-((2-(dimethylamino)ethyl)(methyl)amino)-4-methoxyphenyl)acrylamide C12(CC(C1)C2)N2C(N(C1=C(C2)C=NC(=N1)NC=1C(=CC(=C(C1)NC(C=C)=O)N(C)CCN(C)C)OC)C)=O